[Fe](Cl)Cl.N1=CC=CC=C1 Pyridine iron dichloride